C(C)(C)(C)OC(=O)N1CCC(CC1)N1C(C2=CC=C(C=C2C=C1)Br)=O.ClC=1C=C(C=CC1)CC(CC)=O 1-(3-chlorophenyl)butan-2-one tert-butyl-4-(6-bromo-1-oxoisoquinolin-2-yl)piperidine-1-carboxylate